3-cyclopropyl-N-[(2E)-1-methyl-5-oxoimidazolidin-2-ylidene]-4-({3-[(propan-2-yl)carbamoyl]phenyl}amino)benzamide C1(CC1)C=1C=C(C(=O)/N=C\2/N(C(CN2)=O)C)C=CC1NC1=CC(=CC=C1)C(NC(C)C)=O